FC(C(C(C(\C=C\C(C(C(C(F)(F)F)(F)F)(F)F)(F)F)(F)F)(F)F)(F)F)(F)F (E)-1,1,1,2,2,3,3,4,4,7,7,8,8,9,9,10,10,10-octadecafluorodec-5-ene